6-amino-1,3-dioxa-2,3-dihydro-1H-benzo[de]isoquinoline-5,8-disulfonic acid NC=1C(=CC=2ONOC3=CC(=CC1C23)S(=O)(=O)O)S(=O)(=O)O